phenoxymethylphosphoric acid disodium salt [Na+].[Na+].O(C1=CC=CC=C1)COP([O-])([O-])=O